tert-butyl (E)-(2-((4-(5-bromothiazol-2-yl)-5-oxo-4,5-dihydro-1H-1,2,4-triazol-1-yl)methyl)-3-fluoroallyl)carbamate BrC1=CN=C(S1)N1C=NN(C1=O)C\C(\CNC(OC(C)(C)C)=O)=C\F